C(C1=CC=CC=C1)OC=1C=CC=2N(C1)N=CC2Br 6-benzyloxy-3-bromo-pyrazolo[1,5-a]pyridine